Bromopropanon BrCC(C)=O